C(C)(=O)N[C@H]1CC=2N(C=3C(=C(C=C(C3C2C=2C=NNC2)NC(C(F)F)=O)Cl)Cl)C1 (S)-N-(2-acetamido-5,6-dichloro-9-(1H-pyrazol-4-yl)-2,3-dihydro-1H-pyrrolo[1,2-a]indol-8-yl)-2,2-difluoroacetamide